C[C@@H]1CN(C[C@@H](O1)C)C(=O)C=1C2=C(N(N1)CC(=O)N1CCN(CC1)C1=CC(=CC=C1)OC)CCC2 2-{3-[(2R,6S)-2,6-dimethylmorpholine-4-carbonyl]-5,6-dihydrocyclopenta[c]pyrazol-1(4H)-yl}-1-[4-(3-methoxyphenyl)piperazin-1-yl]ethan-1-one